1-(2-methylimidazo[1,2-b]pyridazin-6-yl)ethan-1-one copper [Cu].CC=1N=C2N(N=C(C=C2)C(C)=O)C1